C(C1=CC=CC=C1)OC1=CC(=C(C=C1F)C1=CC=C2C(=NN(C2=C1)C1OCCCC1)[Sn](C)(C)C)CC 6-(4-(benzyloxy)-2-ethyl-5-fluorophenyl)-1-(tetrahydro-2H-pyran-2-yl)-3-(trimethylstannanyl)-1H-indazole